Cl.N[C@@H]1CN(CCC1)C1=CC(=NC=C1C=1C=NN(C1)CC(F)F)NC1=NC(=NC=C1)C1=C(C=C(C=C1OC)F)F (S)-N-(4-(3-aminopiperidin-1-yl)-5-(1-(2,2-difluoroethyl)-1H-pyrazol-4-yl)pyridin-2-yl)-2-(2,4-difluoro-6-methoxyphenyl)pyrimidin-4-amine hydrochloride